(Z)-2-[5-(4-bromothiazol-2-yl)-2-methyl-phenoxy]-3-methoxy-prop-2-enoic acid methyl ester COC(/C(=C/OC)/OC1=C(C=CC(=C1)C=1SC=C(N1)Br)C)=O